[Co].[Au].[Cu] copper-gold-cobalt